exo-N-(2-cyclohexyl-2-methoxyethyl)-6-fluoro-1,1a,2,7b-tetrahydrocyclopropa[c][1]benzopyran-1-carboxamide C1(CCCCC1)C(CNC(=O)C1C2COC3=C(C21)C=C(C=C3)F)OC